CC1=NC(=CC=C1S(=O)(=O)N1CCC2(CN(C2)C(=O)OC(C)(C)C)CC1)C(F)(F)F tert-Butyl 7-((2-methyl-6-(trifluoromethyl)pyridin-3-yl)sulfonyl)-2,7-diazaspiro[3.5]nonane-2-carboxylate